N-(4-chloro-5-methylisoxazol-3-yl)-2'-(ethoxymethyl)-[1,1'-biphenyl]-2-sulfonamide ClC=1C(=NOC1C)NS(=O)(=O)C=1C(=CC=CC1)C1=C(C=CC=C1)COCC